ClC1=NC=CC(=N1)N[C@H](C(=O)OC)CSC\C=C(\CCCC(CCCC(CCCC(C)C)C)C)/C Methyl (2R)-2-[(2-chloropyrimidin-4-yl)amino]-3-{[(2E)-3,7,11,15-tetramethylhexadec-2-en-1-yl]sulfanyl}propanoate